3-((5-(5-(Difluoromethyl)-1,3,4-oxadiazol-2-yl)pyridin-2-yl)methyl)-5-fluoro-6-(piperazin-1-yl)benzo[d]oxazol-2(3H)-one FC(C1=NN=C(O1)C=1C=CC(=NC1)CN1C(OC2=C1C=C(C(=C2)N2CCNCC2)F)=O)F